7-methoxy-1H-benzo[D][1,3]oxazine-2,4-dione COC=1C=CC2=C(NC(OC2=O)=O)C1